FC=1C=C2C(=CN=CC2=C(C1)N1CCNCC1)N1C(NC(CC1)=O)=O 1-(6-fluoro-8-piperazin-1-yl-4-isoquinolinyl)hexahydropyrimidine-2,4-dione